C(C)(C)(C)C1=CC=C(C=C1)C(C(=O)[O-])C(=O)[O-] 4-(tert-butyl)-2-phenylmalonate